C(C)OC(C[C@H](C1=CC(=CC(=C1)C(C)(C)C)Br)N)=O (R)-3-amino-3-(3-bromo-5-(tert-butyl)phenyl)propionic acid ethyl ester